2-amino-6-((2-hydroxyphenyl)amino)-N-phenylisonicotinamide NC=1C=C(C(=O)NC2=CC=CC=C2)C=C(N1)NC1=C(C=CC=C1)O